FC1=C(C=CC(=C1)N1CCC(CC1)N1CCC(CC1)COC1=CC(=C2C(NC(=NC2=C1)CSC1CCOCC1)=O)F)NC1C(NC(CC1)=O)=O 3-((2-fluoro-4-(4-(((5-fluoro-4-oxo-2-(((tetrahydro-2H-pyran-4-yl)thio)methyl)-3,4-dihydroquinazolin-7-yl)oxy)methyl)-[1,4'-bipiperidin]-1'-yl)phenyl)amino)piperidine-2,6-dione